sodium silastatine N[Si@@H](CC(C)C)[C@@H](O)CC(O)=O.[Na]